(R)-3-methyl-N-(pyrrolidin-3-yl)quinolin-6-amine hydrochloride Cl.CC=1C=NC2=CC=C(C=C2C1)N[C@H]1CNCC1